CSCCCO 3-methylthio-1-propanol